diphenyl sulfone thiophosphinate [PH2](O)=S.C1(=CC=CC=C1)S(=O)(=O)C1=CC=CC=C1